4-((3-(4-methoxybenzyl)-1-methylureido)methyl)piperidine-1-carboxylic acid tert-butyl ester C(C)(C)(C)OC(=O)N1CCC(CC1)CN(C(=O)NCC1=CC=C(C=C1)OC)C